2-[4-[3-(4-Cyanophenyl)-3-oxoprop-1-enyl]phenoxy]acetic acid C(#N)C1=CC=C(C=C1)C(C=CC1=CC=C(OCC(=O)O)C=C1)=O